3'-chloro-2'-(2,3-dihydrobenzofuran-5-yl)-4-nitro-[1,1'-biphenyl]-3-carboxylic acid ClC=1C(=C(C=CC1)C1=CC(=C(C=C1)[N+](=O)[O-])C(=O)O)C=1C=CC2=C(CCO2)C1